CC1=NC(=C(C(=O)O)C=C1C1=CC=C(C=C1)[C@]12CN(C[C@@H]2C1)C1CCOCC1)N methyl-2-amino-5-(4-((1s,5r)-3-(tetrahydro-2H-pyran-4-yl)-3-azabicyclo[3.1.0]hex-1-yl)phenyl)nicotinic acid